(3S,4S)-3-(2-Chloroacetamido)-4-hydroxypiperidine-1-carboxylic acid tert-butyl ester C(C)(C)(C)OC(=O)N1C[C@@H]([C@H](CC1)O)NC(CCl)=O